N=1C=NN2C1C=C(C=C2)OC2=C(C=C(C=C2)NC2=NC=NN1C2=C(C=C1)[C@@H]1CCN(CCC1)C(C(=C)CN(C)C)=O)C (S)-1-(4-(4-((4-([1,2,4]triazolo[1,5-a]pyridin-7-yloxy)-3-methylphenyl)amino)pyrrolo[2,1-f][1,2,4]triazin-5-yl)azepan-1-yl)-2-((dimethylamino)methyl)prop-2-en-1-one